Cl.CC1=C(CNC(=N)N)C=CC(=C1)C 1-(2,4-dimethylbenzyl)guanidine hydrochloride